COC(=O)C1=CC(C1)CCCCN1C(C2=CC=CC=C2C1=O)=O.C(C)(C)(C)OC(=O)NC1CCN(CC1)C=1SC=CN1 2-(4-((tert-butoxycarbonyl)amino)piperidin-1-yl)thiazole Methyl-3-(4-(1,3-dioxoisoindolin-2-yl)butyl)cyclobut-1-enecarboxylate